4-chloro-2-(2,6-difluorophenyl)-6-(4-methoxybenzyl)-8-methyl-1,6-naphthyridin-5(6H)-one ClC1=CC(=NC=2C(=CN(C(C12)=O)CC1=CC=C(C=C1)OC)C)C1=C(C=CC=C1F)F